C[C@H]1[C@H](N(C2CC1C2)C(=O)C2=NC(=CC=C2N2N=CC=N2)C)CNC2=NC=C(C=C2)C(F)(F)F N-{[(3S,4R)-4-methyl-2-[6-methyl-3-(2H-1,2,3-triazol-2-yl)pyridine-2-carbonyl]-2-azabicyclo[3.1.1]heptan-3-yl]methyl}-5-(trifluoromethyl)pyridin-2-amine